(3R,3'R)-di-tert-butyl 3'-((tert-butoxycarbonyl)oxy)-1H-spiro[isoquinoline-3,4'-piperidine]-1',2(4H)-dicarboxylate C(C)(C)(C)OC(=O)O[C@@H]1CN(CC[C@@]12N(CC1=CC=CC=C1C2)C(=O)OC(C)(C)C)C(=O)OC(C)(C)C